O=C1C=CNC=C1C(=O)O 4-oxo-1,4-dihydropyridine-5-carboxylic acid